C(C)(C)(C)OC(COCC1CCN(CC1)[C@H]1[C@@H](CCC1)O)=O.ClC=1C=NN(C1CC1N(C(C2=CC=CC=C12)=O)CC=1C=C2C=NN(C2=CC1)C)C 3-((4-chloro-1-methyl-1H-pyrazol-5-yl)methyl)-2-((1-methyl-1H-indazol-5-yl)methyl)isoindolin-1-one tert-butyl-2-((1-((1R,2R)-2-hydroxycyclopentyl)piperidin-4-yl)methoxy)acetate